BrC1=CC=C(C=C1)C(CCC(C#CC1=CC=CC=C1)CC(F)(F)F)=O 1-(4-bromophenyl)-6-phenyl-4-(2,2,2-trifluoroethyl)hex-5-yn-1-one